BrCCCCCCCCCCCCCCCCC(=O)OCC ethyl 17-bromoheptadecanoate